NC1=NN2C(N=CC=C2)=C1C(=O)NC(C)C=1C=C(C=2N(C1N1CC(CCC1)(C(F)(F)F)O)C=NC2)Cl 2-Amino-N-(1-{8-chloro-5-[3-hydroxy-3-(trifluoromethyl)piperidin-1-yl]imidazo[1,5-a]pyridin-6-yl}ethyl)pyrazolo[1,5-a]pyrimidine-3-carboxamide